di-isopentyl-cyclohexane-1,3-dicarboxylic acid C(CC(C)C)C1C(CCCC1C(=O)O)(C(=O)O)CCC(C)C